OC(C(=O)[O-])CCCCCCCCCCCC\C=C/CCCCCCCC 2-hydroxynervonate